FC(C1=NN(C2=CC=C(C=C12)NC(C1=C(C=C(C=C1)NS(=O)(=O)CCO)N1CCC2(CC2)CC1)=O)C)F N-(3-(difluoromethyl)-1-methyl-1H-indazol-5-yl)-4-((2-hydroxyethyl)sulfonamido)-2-(6-azaspiro[2.5]octan-6-yl)Benzamide